C(CCCCC)N(C(CC1=C(NC2=CC=C(C=C12)Cl)C1=CC=C(C=C1)F)=O)CCCCCC N,N-dihexyl-2-(4-fluorophenyl)-5-chloroindole-3-acetamide